CN(C=CC(=O)C1(C(NCC1)=C=O)C)C 3-(3-(dimethylamino)acryloyl)-3-methyl-2-carbonylpyrrolidine